C(CC1=CC=CC=C1)N(S(=O)(=O)C=1C=CC2=C(SC=C2)C1)C1=C(C=CC=C1)N1CCNCC1 6-(N-phenethyl-N-(2-(piperazin-1-yl)phenyl)sulfamoyl)benzo[b]thiophene